O=C1N(C(C2=CC=CC=C12)=O)CC(=O)NN 2-(1,3-dioxoisoindolin-2-yl)acetohydrazide